N-(5-(4-(4-((6-cyanopyridazin-3-yl)oxy)phenyl)piperidine-1-carbonyl)-2-(4-ethylpiperazin-1-yl)phenyl)-1-phenylmethanesulfonamide C(#N)C1=CC=C(N=N1)OC1=CC=C(C=C1)C1CCN(CC1)C(=O)C=1C=CC(=C(C1)NS(=O)(=O)CC1=CC=CC=C1)N1CCN(CC1)CC